[6-(3-cyclopropyl-1,2,4-triazol-1-yl)-2-azaspiro[3.3]heptan-2-yl]-[5-methyl-6-[[1-(trifluoromethyl)cyclopropyl]methoxy]-3-pyridinyl]methanone zinc t-butylsalicylate C(C)(C)(C)OC=1C(C(=O)[O-])=CC=CC1.[Zn+2].C1(CC1)C1=NN(C=N1)C1CC2(CN(C2)C(=O)C=2C=NC(=C(C2)C)OCC2(CC2)C(F)(F)F)C1.C(C)(C)(C)OC=1C(C(=O)[O-])=CC=CC1